C(=O)(O)C=1C=C(C(=O)O)C=C(C1)C(=O)O 3,5-dicarboxybenzoic acid